tert-butyl ((1S)-(5-(cyclopropyl((5R)-2-oxido-5-(trifluoromethyl)-1,2,3-oxathiazolidin-3-yl)methyl)-4-fluorobenzo[d]oxazol-2-yl)(4,4-difluorocyclohexyl)-methyl)carbamate C1(CC1)C(C=1C=CC2=C(N=C(O2)[C@H](C2CCC(CC2)(F)F)NC(OC(C)(C)C)=O)C1F)N1S(O[C@H](C1)C(F)(F)F)=O